C(CCCC=C)C1(CN(CC1)C(=O)OC(C)(C)C)C(=O)OC O1-tert-butyl O3-methyl 3-hex-5-enylpyrrolidine-1,3-dicarboxylate